methyl 1,4-dimethyl-4-(1-methylpyrazol-4-yl)-1,3-dihydroisoquinoline-2-carboxylate CC1N(CC(C2=CC=CC=C12)(C=1C=NN(C1)C)C)C(=O)OC